(1S)-1-[6-bromo-1-(2,2-dimethylpropyl)-5-fluoro-indol-3-yl]-2,2,2-trifluoro-ethanamine BrC1=C(C=C2C(=CN(C2=C1)CC(C)(C)C)[C@@H](C(F)(F)F)N)F